Methyl (2-cyanophenyl)carbamate C(#N)C1=C(C=CC=C1)NC(OC)=O